C(C1=CC=CC=C1)[N+](CC)(CC)CC benzyltri-ethylammonium